6-[4-[[3-(3-Hydroxyphenyl)-5-propan-2-yloxyphenyl]methyl]piperazin-1-yl]-N-[4-(2-phenylsulfanylethylamino)-3-(trifluoromethyl)phenyl]sulfonylpyridazine-3-carboxamide OC=1C=C(C=CC1)C=1C=C(C=C(C1)OC(C)C)CN1CCN(CC1)C1=CC=C(N=N1)C(=O)NS(=O)(=O)C1=CC(=C(C=C1)NCCSC1=CC=CC=C1)C(F)(F)F